2-oxo-2-[(2R,5S)-5-methyl-2-[2-(1,2,2-trimethyl-4-piperidyl)-1,3-benzothiazol-5-yl]-1-piperidyl]acetamide O=C(C(=O)N)N1[C@H](CC[C@@H](C1)C)C=1C=CC2=C(N=C(S2)C2CC(N(CC2)C)(C)C)C1